C1CCN(CC1)CCO The molecule is a member of the class of piperidine in which the hydrogen attached to the nitrogen atom is substituted by a 2-hydroxyethyl group. It is a member of piperidines, a tertiary amino compound, a primary alcohol and a member of ethanolamines.